N[C@H](C)C1=CC(=NC(=C1C)C(F)(F)F)N (R)-4-(1-aminoethyl)-5-methyl-6-(trifluoromethyl)pyridin-2-amine